BrC1=C(C=C2C=C(C(=NC2=C1F)SC)[N+](=O)[O-])I 7-Bromo-8-fluoro-6-iodo-2-(methylthio)-3-nitroquinolin